N1=CC=C(C=C1)CC(=O)N[C@H](C(=O)O)CCCCCCCC1=NC=2NCCCC2C=C1 (S)-2-(2-(pyridin-4-yl)acetamido)-9-(5,6,7,8-tetrahydro-1,8-naphthyridin-2-yl)nonanoic acid